N-[(1R)-2-[(3S)-3-aminopyrrolidin-1-yl]-1-methyl-2-oxo-ethyl]-4-[[3-[1-(cyanomethyl)-3-(trifluoromethyl)pyrazol-4-yl]imidazo[1,2-a]pyrazin-8-yl]amino]-2-ethyl-benzamide N[C@@H]1CN(CC1)C([C@@H](C)NC(C1=C(C=C(C=C1)NC=1C=2N(C=CN1)C(=CN2)C=2C(=NN(C2)CC#N)C(F)(F)F)CC)=O)=O